lithium manganate salt [Mn](=O)(=O)([O-])[O-].[Li+].[Li+]